N-(3-(5-chloro-2-methoxyphenyl)-1-((3-methylisoxazol-5-yl)methyl)-1H-pyrazol-4-yl)pyrazolo[1,5-a]pyrimidine-3-carboxamide ClC=1C=CC(=C(C1)C1=NN(C=C1NC(=O)C=1C=NN2C1N=CC=C2)CC2=CC(=NO2)C)OC